5-((5-(3-(4-(tert-butyl)oxazol-2-yl)cyclopentyl)-1H-pyrazol-3-yl)amino)-1-(4-methoxybenzyl)-1,3-dihydrobenzo[c]isothiazole 2,2-dioxide C(C)(C)(C)C=1N=C(OC1)C1CC(CC1)C1=CC(=NN1)NC1=CC2=C(N(S(C2)(=O)=O)CC2=CC=C(C=C2)OC)C=C1